BrC1=CC=C(CN2C=CC=3C(=NC=C(C32)C(=O)O)OCC)C=C1 1-(4-bromobenzyl)-4-ethoxy-1H-pyrrolo[3,2-c]pyridine-7-carboxylic acid